C(CCCC)[Al](CCCCC)CCCCC tri-n-amyl-aluminum